CN1CC(CCC1)N(S(N)(=O)=O)C=1C=NN(C1)C 1-methyl-3-[(1-methylpyrazol-4-yl)-sulfamoyl-amino]Piperidine